1-butyl-3-methylimidazol bis(trifluoromethanesulfonimide) [N-](S(=O)(=O)C(F)(F)F)S(=O)(=O)C(F)(F)F.[N-](S(=O)(=O)C(F)(F)F)S(=O)(=O)C(F)(F)F.C(CCC)N1CN(C=C1)C